C(C)(C)C1=C(OC=2C=CC(=C(C(=O)N)C2)C2CN(C(C2)=O)CC2=NC(=CC=C2)C)C=CC=C1 5-(2-Isopropylphenoxy)-2-(1-((6-methylpyridin-2-yl)methyl)-5-oxopyrrolidin-3-yl)benzamide